4-(1-naphthyl)-10-(2-naphthyl)anthracene C1(=CC=CC2=CC=CC=C12)C1=CC=CC2=CC3=CC=CC=C3C(=C12)C1=CC2=CC=CC=C2C=C1